CC(=O)N[C@@H]1[C@H]([C@@H]([C@H](O[C@@H]1O)CO)O[C@H]2[C@@H]([C@H]([C@@H]([C@H](O2)CO)O[C@H]3[C@H]([C@H]([C@@H]([C@H](O3)CO[C@@H]4[C@H]([C@H]([C@@H]([C@H](O4)CO[C@@H]5[C@H]([C@H]([C@@H]([C@H](O5)CO)O)O)O[C@@H]6[C@H]([C@H]([C@@H]([C@H](O6)CO)O)O)O)O)O[C@@H]7[C@H]([C@H]([C@@H]([C@H](O7)CO)O)O)O[C@@H]8[C@H]([C@H]([C@@H]([C@H](O8)CO)O)O)O)O)O)O[C@@H]9[C@H]([C@H]([C@@H]([C@H](O9)CO)O)O)O[C@@H]1[C@H]([C@H]([C@@H]([C@H](O1)CO)O)O)O[C@@H]1[C@H]([C@H]([C@@H]([C@H](O1)CO)O)O)O)O)O)NC(=O)C)O The molecule is a polysaccharide consisting of alpha-D-Manp-(1->2)-alpha-D-Manp-(1->2)-alpha-D-Manp-(1->3)-beta-D-Manp-(1->4)-beta-D-GlcpNAc-(1->4)-alpha-D-GlcpNAc in which the hydroxy group at position 6 of the beta-D-Manp group is substituted by an alpha-D-Manp-(1->2)-alpha-D-Manp-(1->3)-[alpha-D-Manp-(1->2)-alpha-D-Manp-(1->6)-]-alpha-D-Manp group.